2-(3,4-dichlorophenyl)-1-ethyl-5-(2-fluorophenyl)-6-methyl-4-oxo-pyridine-3-carboxylic acid ClC=1C=C(C=CC1Cl)C=1N(C(=C(C(C1C(=O)O)=O)C1=C(C=CC=C1)F)C)CC